FC1=C2C(NC(=NC2=CC(=C1)OCC1CCOCC1)CS[C@@H]1CC[C@@H](CC1)O)=O 5-Fluoro-2-((((cis)-4-hydroxycyclohexyl)thio)methyl)-7-((tetrahydro-2H-pyran-4-yl)methoxy)quinazolin-4(3H)-one